4-[3-Methoxy-4-(3-methylphenoxy)phenyl]-2h,4h,5h,6h,7h-pyrazolo[3,4-b]pyridin-6-one COC=1C=C(C=CC1OC1=CC(=CC=C1)C)C1C=2C(NC(C1)=O)=NNC2